S-methyl 4-methyl-4-[methyl-[2-(4-pyridylmethoxy)ethyl]amino]pent-2-ynethioate CC(C#CC(SC)=O)(C)N(CCOCC1=CC=NC=C1)C